N-(3,3-dimethylcyclobutyl)-5-(3-(2-fluoroethyl)-2-methyl-3H-imidazo[4,5-b]pyridin-5-yl)pyrrolo[2,1-f][1,2,4]triazin-2-amine CC1(CC(C1)NC1=NN2C(C=N1)=C(C=C2)C2=CC=C1C(=N2)N(C(=N1)C)CCF)C